1-(3-chlorophenyl)-N-phenyl-2-vinylcyclopropane-1-carboxamide ClC=1C=C(C=CC1)C1(C(C1)C=C)C(=O)NC1=CC=CC=C1